O[C@@H]1C([C@@H]2CC[C@]3([C@@]4(CC[C@]5(CC[C@H]([C@@H]([C@H]5C4=CC[C@@H]3[C@]2(CC1)C)C)C)C(=O)O)C)C)(C)C (1S,2R,4aS,6aS,6bR,8aR,10S,12aR,12bR,14bS)-10-hydroxy-1,2,6a,6b,9,9,12a-heptamethyl-1,2,3,4,4a,5,6,6a,6b,7,8,8a,9,10,11,12,12a,12b,13,14b-icosahydropicene-4a-carboxylic acid